3,4-dihydroquinazoline-5-carbonitrile N1=CNCC=2C(=CC=CC12)C#N